1-[(1S)-1-(3,5-difluorophenyl)propyl]-6-hydroxy-5-{[4-(3-methylpyridin-4-yl)phenyl]methyl}-2-[(prop-2-yloxy)methyl]-1,4-dihydropyrimidin-4-one FC=1C=C(C=C(C1)F)[C@H](CC)N1C(=NC(C(=C1O)CC1=CC=C(C=C1)C1=C(C=NC=C1)C)=O)COC(C)C